C(C)(C)(C)N1C=C(C=C1)C(=O)NCC1=NC(=NS1)C=1C=C2C(=CC=CN2C1SC(F)(F)F)N[C@H]1[C@H](CN(CC1)C)F 1-tert-butyl-N-{[3-(8-{[(3S,4R)-3-fluoro-1-methylpiperidin-4-yl]amino}-3-[(trifluoromethyl)sulfanyl]indolizin-2-yl)-1,2,4-thiadiazol-5-yl]methyl}pyrrole-3-carboxamide